Isosuccinimide C1(C(C)C(N1)=O)=O